N2-[2-(3-methoxyphenyl)[1,2,4]triazolo[1,5-c]quinazolin-5-yl]-L-valinamide COC=1C=C(C=CC1)C1=NN2C(=NC=3C=CC=CC3C2=N1)N[C@@H](C(C)C)C(=O)N